P(=O)[O-] monophosphanate